(acrylacetyl)iridium (III) C(=O)(C=C)CC(=O)[Ir+2]